methyl-cyanamide CNC#N